bis[2,7-bis(azacarbazolyl)-9,9-difluorofluorenyl]methane C1(=NC=CC=2C3=CC=CC=C3NC12)C1=C(C=2C(C3=CC(=CC=C3C2C=C1)C1=NC=CC=2C3=CC=CC=C3NC12)(F)F)CC1=C(C=CC=2C3=CC=C(C=C3C(C12)(F)F)C1=NC=CC=2C3=CC=CC=C3NC12)C1=NC=CC=2C3=CC=CC=C3NC12